4-[(1S)-1-[[2-[(3R)-3-[3-(Trifluoromethyl)phenoxy]pyrrolidin-1-yl]-2-methylpropane-carbonyl]amino]ethyl]benzamide, hydrochloride Cl.FC(C=1C=C(O[C@H]2CN(CC2)C(CC(=O)N[C@@H](C)C2=CC=C(C(=O)N)C=C2)(C)C)C=CC1)(F)F